(S)-2-(7-chloro-2-(2-(tetrahydro-2H-pyran-4-yl)acetyl)-1,2,3,4-tetrahydroisoquinoline-5-yl)pyrrolidine-1-carboxylic acid tert-butyl ester C(C)(C)(C)OC(=O)N1[C@@H](CCC1)C1=C2CCN(CC2=CC(=C1)Cl)C(CC1CCOCC1)=O